(S)-N-(4-(4-(2-(4,4-difluoropiperidin-1-yl)-6-methylpyrimidin-4-yl)-1H-pyrazol-1-yl)-3-(6-Azaspiro[2.5]octane-6-yl)phenyl)-1-hydroxypropane-2-sulfonamide FC1(CCN(CC1)C1=NC(=CC(=N1)C=1C=NN(C1)C1=C(C=C(C=C1)NS(=O)(=O)[C@H](CO)C)N1CCC2(CC2)CC1)C)F